FC1(CC2(C1)CCN(CC2)C=2N=C1N(C(C2C)=O)C=C(C=C1[C@@H](C)NC1=C(C(=O)O)C=CC=C1)C)F (R)-2-((1-(2-(2,2-difluoro-7-azaspiro[3.5]nonan-7-yl)-3,7-dimethyl-4-oxo-4H-pyrido[1,2-a]pyrimidin-9-yl)ethyl)amino)benzoic acid